1-(2Z-hexadecenoyl)-2-(9Z-octadecenoyl)-sn-glycero-3-phosphocholine CCCCCCCCCCCCC/C=C\C(=O)OC[C@H](COP(=O)([O-])OCC[N+](C)(C)C)OC(=O)CCCCCCC/C=C\CCCCCCCC